COC=1C=C2[C@]3(C(NC2=CC1)=O)[C@@H](C3)C3=CC=C1C(=NNC1=C3)NC3=NC(=NC=C3OC)C=3C=NC=NC3 (1R,2S)-5'-Methoxy-2-[3-[(5-methoxy-2-pyrimidin-5-yl-pyrimidin-4-yl)amino]-1H-indazol-6-yl]spiro[cyclopropane-1,3'-indoline]-2'-one